CN1N=C(C2=CC=C(C=C12)N1C[C@@H](NCC1)C)C1C(NC(CC1)=O)=O 3-(1-methyl-6-((S)-3-methylpiperazin-1-yl)-1H-indazol-3-yl)piperidine-2,6-dione